N-[1-(2-amino-2-oxo-ethyl)prop-2-ynyl]-6,7-dihydro-5H-pyrrolo[3,4-d]pyrimidine-5-carboxamide hydrochloride Cl.NC(CC(C#C)NC(=O)C1NCC=2N=CN=CC21)=O